C1(CC1)N1CCC(CC1)N1C=NC2=CC(=CC=C2C1=O)C=1C=C(C=2N(C1)C=C(N2)C)F 3-(1-cyclopropylpiperidin-4-yl)-7-(8-fluoro-2-methylimidazo[1,2-a]pyridin-6-yl)quinazoline-4(3H)-one